methyl N-(4-hydroxybutanoyl)-L-phenylalaninate OCCCC(=O)N[C@@H](CC1=CC=CC=C1)C(=O)OC